2-(3-fluoro-4-(thien-3-yl)phenyl)propan-2-ol tert-butyl-((1r,3r)-3-(4-benzylpiperazin-1-yl)cyclobutyl)carbamate C(C)(C)(C)N(C(=O)OC(C)(C)C1=CC(=C(C=C1)C1=CSC=C1)F)C1CC(C1)N1CCN(CC1)CC1=CC=CC=C1